Cl.N[C@H]1CN(C[C@H](C1)O)C=O ((3R,5S)-3-amino-5-hydroxypiperidin-1-yl)methanone hydrochloride